[Si](C)(C)(C(C)(C)C)OC=1C2=CC=CC3=CC=C4C=CC=C(C1O[Si](C)(C)C(C)(C)C)C4=C32 4,5-bis(tert-butyldimethylsilyloxy)-pyrene